C(CC)(=O)N1CCC2=CC(=CC=C12)C1=CC=C(C(=O)NCC=2N=NC=CC2)C=C1 4-(1-propionyl-indolin-5-yl)-N-(pyridazin-3-ylmethyl)benzamide